O(C1[C@H](O)[C@@H](O)[C@H](O)[C@H](O1)CO)CCCCCCCCCCCCCCCCCC stearyl glucopyranoside